4,7-dichloroquinoline ClC1=CC=NC2=CC(=CC=C12)Cl